(±)-3-((3-(2-oxopiperazin-1-yl)phenyl)amino)piperidine-2,6-dione Trifluoroacetate FC(C(=O)O)(F)F.O=C1N(CCNC1)C=1C=C(C=CC1)N[C@H]1C(NC(CC1)=O)=O |r|